Perfluorooctanesulphonic acid FC(C(C(C(C(C(C(C(F)(F)F)(F)F)(F)F)(F)F)(F)F)(F)F)(F)F)(S(=O)(=O)O)F